ClC=1C=C(C=CC1NC(CC)C1=CC=CC=C1)S(=O)(=O)NC=1SC=CN1 3-chloro-4-(1-phenylpropylamino)-N-(thiazol-2-yl)benzenesulfonamide